C(CCCC)(=O)ONC(C(F)(F)F)C1=CC(=C(C=C1)C1=C(C=CC(=C1)N1CCOCC1)OCOC)F ((2,2,2-trifluoro-1-(2-fluoro-2'-(methoxymethoxy)-5'-morpholino-[1,1'-biphenyl]-4-yl) ethyl) amino) pentanoate